C(C)C1=NN=C(O1)C=1C(=NC(=NC1)NC1=CC=C2CC(NC(C2=C1)=O)(C)C)N[C@H](CO)C1=CC=CC=C1 7-[[5-(5-ethyl-1,3,4-oxadiazol-2-yl)-4-[[(1S)-2-hydroxy-1-phenyl-ethyl]amino]pyrimidin-2-yl]amino]-3,3-dimethyl-2,4-dihydroisoquinolin-1-one